NC1=C(C=C(C=C1)Cl)NC1=CC=C(C=C1)C(=O)N1CCCCC1 (4-((2-amino-5-chlorophenyl)amino)phenyl)(piperidin-1-yl)methanone